N1(CCC1)S(=O)(=O)C1=CC=C(C=C1)S(=O)(=O)NC1=C(C(=CC=C1)F)N1CCC(CC1)CN1C[C@H](O[C@H](C1)C)C 4-(azetidine-1-sulfonyl)-N-[2-(4-{[(2R,6S)-2,6-dimethylmorpholin-4-yl]methyl}piperidin-1-yl)-3-fluorophenyl]benzene-1-sulfonamide